Tert-butyl-dimethyl-[[(2'S,7r)-2'-methyl-1'-(1H-pyrazol-4-ylmethyl)-2-(trifluoromethyl)spiro[4,5-dihydrothieno[2,3-c]pyran-7,4'-piperidin]-3-yl]methoxy]silane C(C)(C)(C)[Si](OCC1=C(SC2=C1CCO[C@]21C[C@@H](N(CC1)CC=1C=NNC1)C)C(F)(F)F)(C)C